FC1=C(N=CC2=C1N=C(N=C2N2C[C@@](CCC2)(O)C)OC[C@]21CCCN1C[C@@H](C2)F)C2=C1C=NNC1=CC(=C2\C=C/C)C (3R)-1-(8-fluoro-2-(((2R,7aS)-2-fluorotetrahydro-1H-pyrrolizin-7a(5H)-yl)methoxy)-7-(6-methyl-5-((Z)-prop-1-en-1-yl)-1H-indazol-4-yl)pyrido[4,3-d]pyrimidin-4-yl)-3-methylpiperidin-3-ol